N1(CCCC2=CC=CC=C12)CN1C(CC(C1)CCC)=O 1-(3,4-dihydroquinolin-1(2H)-ylmethyl)-4-propylpyrrolidin-2-one